ClC=1C=C(C=CC1)C1=CC=C2CCC3(C(C2=C1)NC(O[C@@H]1CN2CCC1CC2)=O)CC3 (S)-quinuclidin-3-yl (7'-(3-chlorophenyl)-3',4'-dihydro-1'H-spiro[cyclopropane-1,2'-naphthalen]-1'-yl)carbamate